NC=1N=NC(=CC1N1CC2CCC(C1)N2C2=CC(=NC=C2)OC2CCN(CC2)C2CC1(CC(C1)C(=O)OC)C2)C2=C(C=CC=C2)O methyl 6-(4-((4-(3-(3-amino-6-(2-hydroxyphenyl)pyridazin-4-yl)-3,8-diazabicyclo[3.2.1]octan-8-yl)pyridin-2-yl)oxy) piperidin-1-yl)spiro[3.3]heptane-2-carboxylate